CC1CN(C(=CC1)C1=CC2=C(CC3(CCN(CC3)C)O2)C=C1)C(=O)OC(C)(C)C tert-butyl 3-methyl-6-(1'-methyl-3H-spiro[benzofuran-2,4'-piperidin]-6-yl)-3,4-dihydropyridine-1(2H)-carboxylate